2-[(1r,4r)-5-methyl-2,5-diazabicyclo[2.2.1]heptan-2-yl]acetamide CN1[C@H]2CN([C@@H](C1)C2)CC(=O)N